C(C)OC1=CN=CC(=N1)N1C=NC(=C1)C(=O)OC methyl 1-(6-ethoxypyrazin-2-yl)-1H-imidazole-4-carboxylate